F[C@@H]1C[C@@]2(CCCN2C1)COC1=NC2=C(C(=CC=C2C(=N1)N1CCOCCC1)C1=CC(=CC2=CC=C(C(=C12)C#C)F)OCOC)F 2-{[(2r,7as)-2-fluoro-hexahydro-1H-pyrrolizin-7a-yl]methoxy}-7-[8-ethynyl-7-fluoro-3-(methoxymethoxy)naphthalen-1-yl]-8-fluoro-4-(1,4-oxazepan-4-yl)quinazoline